BrC=1C=CC(=C(C1)CC(F)F)F 1-(5-bromo-2-fluorophenyl)-2,2-difluoroethan